methyl 3-(cyclopentyloxy)-5-methylbenzoate C1(CCCC1)OC=1C=C(C(=O)OC)C=C(C1)C